C12CN(CC2O1)C(=O)OC(C)(C)C Tert-butyl 6-oxa-3-azabicyclo[3.1.0]hexane-3-carboxylate